4-((R)-10-bromo-9-chloro-3-(3-hydroxypropyl)-5-oxo-3,5-dihydro-2H-[1,4]thiazino[2,3,4-ij]quinazolin-7-yl)-3-methylpiperazine-1-carboxylate BrC1=C(C=C2C(=NC(N3C2=C1SC[C@H]3CCCO)=O)N3C(CN(CC3)C(=O)[O-])C)Cl